3,5-dibromobenzoic acid chloride BrC=1C=C(C(=O)Cl)C=C(C1)Br